C(CC)N(/C(=C/S(=O)(=O)F)/C)CCC (E)-2-dipropylaminopropene-1-sulfonyl fluoride